[Cl-].[Cl-].C[Si](C)(C)CC(C[Hf+2](C1C=CC=C1)CC(=C)C[Si](C)(C)C)=C bis[2-(trimethylsilylmethyl)allyl]cyclopentadienyl-hafnium dichloride